(S)-2-(((benzyloxy)carbonyl)amino)-4-((4-bromo-2-nitrophenyl)(3-((1-(tert-butoxycarbonyl)azetidin-3-yl)oxy)propyl)amino)butanoic acid C(C1=CC=CC=C1)OC(=O)N[C@H](C(=O)O)CCN(CCCOC1CN(C1)C(=O)OC(C)(C)C)C1=C(C=C(C=C1)Br)[N+](=O)[O-]